OC(C(=O)O)CCCCC α-Hydroxyheptanoic acid